5-[3-[N'-(2-chloro-5-fluoro-phenyl)carbamimidoyl]-4-[[(3S)-tetrahydrofuran-3-yl]amino]pyrrolo[1,2-b]pyridazin-6-yl]-4-methyl-pyridine-2-carboxylic acid ClC1=C(C=C(C=C1)F)N=C(N)C1=C(C=2N(N=C1)C=C(C2)C=2C(=CC(=NC2)C(=O)O)C)N[C@@H]2COCC2